hexamethylenebis[3-(3,5-di-tert-butyl-4-hydroxyphenyl) propionate] Bis[monoethyl (3,5-di-tert-butyl-4-hydroxybenzyl) phosphonate] calcium salt [Ca+2].C(C)C(C1=CC(=C(C(=C1)C(C)(C)C)O)C(C)(C)C)P([O-])([O-])=O.C(C)C(C1=CC(=C(C(=C1)C(C)(C)C)O)C(C)(C)C)P(O)(O)=O.C(C)(C)(C)C=1C=C(C=C(C1O)C(C)(C)C)CC(C(=O)O)CCCCCCC(C(=O)O)CC1=CC(=C(C(=C1)C(C)(C)C)O)C(C)(C)C